ClC1=C(CNC(=O)[C@]2(C=3C=C(C=NC3[C@]3(CC2)OC3)C)F)C=CC(=C1)F (2S,5'S)-N-(2-chloro-4-fluoro-benzyl)-5'-fluoro-3'-methyl-6',7'-dihydro-5'H-spiro[oxirane-2,8'-quinoline]-5'-carboxamide